COC(=O)C=1C(=CC(=NC1)C1=CC(N(C=C1)C1CC1)=C=O)NCC1=CC=C(C=C1)OC 1'-cyclopropyl-4-((4-methoxybenzyl)amino)-2'-carbonyl-1',2'-dihydro-[2,4'-bipyridine]-5-carboxylic acid methyl ester